4-((3aS,4R,6aR)-4-((2-(pivaloyloxy)ethoxy)carbonyl)octahydropyrrolo[3,4-b]pyrrol-4-yl)butylboronic acid dihydrochloride Cl.Cl.C(C(C)(C)C)(=O)OCCOC(=O)[C@@]1(NC[C@@H]2NCC[C@@H]21)CCCCB(O)O